ClC1=C(CNC(CN2N=C(C=CC2=O)C=2C=NC(=CC2)OC)=O)C=CC=C1 N-(2-chlorobenzyl)-2-(3-(6-methoxypyridin-3-yl)-6-oxopyridazin-1(6H)-yl)acetamide